6-BROMO-5-FLUOROINDOLE-3-CARBOXALDEHYDE BrC1=C(C=C2C(=CNC2=C1)C=O)F